C(C)C1=C(C=2C(=NC=C(C2)B2OC(C(O2)(C)C)(C)C)N1S(=O)(=O)C1=CC=C(C)C=C1)C=1C=NC(=CC1)OC 2-ethyl-3-(6-methoxypyridin-3-yl)-5-(4,4,5,5-tetramethyl-1,3,2-dioxaborolan-2-yl)-1-tosyl-1H-pyrrolo[2,3-b]pyridine